CN(C(OC1=CC(=C2C(=C(C(OC2=C1)=O)CC1=C(C(=CC=C1)NS(=O)(=O)CC)F)CN(C)C)OC)=O)C 4-((dimethylamino)methyl)-3-(3-(ethylsulfonamido)-2-fluorobenzyl)-5-methoxy-2-oxo-2H-chromen-7-yl dimethylcarbamate